(E)-8-[4-amino-1-[(1R,3R)-3-aminocyclohexyl]-3-[4-[[4-(trifluoromethyl)-2-pyridinyl]carbamoyl]phenyl]pyrazolo[4,3-c]pyridin-7-yl]oct-7-enoic acid lithium salt [Li+].NC1=NC=C(C2=C1C(=NN2[C@H]2C[C@@H](CCC2)N)C2=CC=C(C=C2)C(NC2=NC=CC(=C2)C(F)(F)F)=O)/C=C/CCCCCC(=O)[O-]